5α-Cholestane CC(C)CCC[C@@H](C)[C@H]1CC[C@H]2[C@@H]3CC[C@H]4CCCC[C@]4(C)[C@H]3CC[C@]12C